guanosine diphosphonite P(O)OPO.[C@@H]1([C@H](O)[C@H](O)[C@@H](CO)O1)N1C=NC=2C(=O)NC(N)=NC12